1,3-dimethyl-8-phenyl-7-(piperidin-4-yl)-3,6-dihydroimidazo[4,5-d]pyrrolo[2,3-b]pyridin-2(1H)-one CN1C(N(C=2C1=C1C(=NC2)NC(=C1C1=CC=CC=C1)C1CCNCC1)C)=O